COC(C1=C(C(=C(C=C1)F)N)C)=O 3-amino-4-fluoro-2-methylbenzoic acid methyl ester